2-isopropyl-N-(quinolin-8-yl)but-3-enamide C(C)(C)C(C(=O)NC=1C=CC=C2C=CC=NC12)C=C